BrC=1C=CC(=C(C1)C(C(=O)N[C@@H](CC(=O)OCC)C=1C=C(C=C(C1F)C)C1=C(C=CC=C1C)O)N1C(C(=CC=C1)C1=CC=CC=C1)=O)F ethyl (3S)-3-(2-(5-bromo-2-fluorophenyl)-2-(2-oxo-3-phenylpyridin-1(2H)-yl)acetamido)-3-(4-fluoro-2'-hydroxy-5,6'-dimethyl-[1,1'-biphenyl]-3-yl)propanoate